(3S,4R)-4-(4-bromo-5-chloro-2-methyl-pyrazol-3-yl)-N-[3-fluoro-2-(trifluoromethyl)phenyl]-1-methyl-2-oxo-pyrrolidine-3-carboxamide BrC1=C(N(N=C1Cl)C)[C@@H]1[C@H](C(N(C1)C)=O)C(=O)NC1=C(C(=CC=C1)F)C(F)(F)F